9-bromo-3,4,5,6-tetrahydro-2H-1,6-benzoxazocine BrC1=CC2=C(NCCCCO2)C=C1